(7-(3,4-dimethylphenoxy)-2-azaspiro[3.5]non-2-yl)((1s,3s)-3-hydroxy-3-methylcyclobutyl)methanone CC=1C=C(OC2CCC3(CN(C3)C(=O)C3CC(C3)(C)O)CC2)C=CC1C